4-(2,2,2-trifluoroacetylpiperazine-1-carbonyl)-1H-imidazol-3-ium Iodide [I-].FC(C(=O)C1N(CCNC1)C(=O)C=1[NH+]=CNC1)(F)F